C(C1=CC=CC=C1)SC1=CC(=CC=2[C@H](COC21)O)Cl (3R)-7-(benzylsulfanyl)-5-chloro-2,3-dihydro-1-benzofuran-3-ol